FC(C(=O)O)(F)F.C1(CC1)NC1=CC=NC=2N1N=CC2C#N 7-(cyclopropylamino)pyrazolo[1,5-a]pyrimidine-3-carbonitrile monotrifluoroacetic acid salt